CC=1C=CC=2N(C3=CC=C(C=C3C2C1)C)C1=CC=C(C=C1)C=1C(=NC(=CC1C1=C(C=CC=C1)C1=CC(=NC(=C1)C)C)N1C2=CC=C(C=C2C=2C=C(C=CC12)C1=CC=CC=C1)C1=CC=CC=C1)N1C2=CC=C(C=C2C=2C=C(C=CC12)C1=CC=CC=C1)C1=CC=CC=C1 9,9'-(3-(4-(3,6-dimethyl-9H-carbazol-9-yl)phenyl)-4-(2-(2,6-dimethylpyridin-4-yl)phenyl)pyridine-2,6-diyl)bis(3,6-diphenyl-9H-carbazole)